trans-3-fluoro-5-[(3S)-2-[4-[(3-methyl-[1,2,4]triazolo[4,3-a]pyridin-6-yl)methyl]cyclohexanecarbonyl]isoxazolidin-3-yl]benzonitrile FC=1C=C(C#N)C=C(C1)[C@H]1N(OCC1)C(=O)[C@@H]1CC[C@H](CC1)CC=1C=CC=2N(C1)C(=NN2)C